ClC=1C=C(C=CC1F)N(C1=NC=NC2=CC(=C(C=C12)OCCOCCOCCOCCOCCOCCOCCC(=O)NC1=C2OC(OC2=CC=C1)C1C(NC(CC1)=O)=O)OC)CC1=CC=C(C=C1)[N+](=O)[O-] 1-((4-((3-chloro-4-fluorophenyl)(4-nitrobenzyl)amino)-7-methoxyquinazolin-6-yl)oxy)-N-(2-(2,6-dioxopiperidin-3-yl)-1,3-dioxaindolin-4-yl)-3,6,9,12,15,18-hexaoxaheneicosane-21-amide